2,4-Dimethyl-5-ethylthiazol CC=1SC(=C(N1)C)CC